1-(prop-2-yl)-5-[2-(trifluoromethoxy)phenoxy]benzene tert-butyl-(R)-(1-(piperazine-1-carbonyl)pyrrolidin-3-yl)carbamate C(C)(C)(C)N(C(O)=O)[C@H]1CN(CC1)C(=O)N1CCNCC1.CC(C)C1=CC=CC(=C1)OC1=C(C=CC=C1)OC(F)(F)F